COC(=O)C=1C=CC2=C(N=C(O2)S)C1 2-Mercaptobenzo[d]oxazole-5-carboxylic acid methyl ester